6-cyclopropylsulfonyl-2-[3-ethylsulfonyl-6-(trifluoromethyl)imidazo[1,2-a]pyridin-2-yl]isoindolin-1-one C1(CC1)S(=O)(=O)C1=CC=C2CN(C(C2=C1)=O)C=1N=C2N(C=C(C=C2)C(F)(F)F)C1S(=O)(=O)CC